4-(4-Acryloylpiperazin-1-yl)-6-fluoro-7-(3-chloro-2-fluoro-6-hydroxyphenyl)-1-(2-isopropyl-4-methylpyridin-3-yl)-2-oxo-1,2-dihydro-1,8-naphthyridine-3-carbonitrile C(C=C)(=O)N1CCN(CC1)C1=C(C(N(C2=NC(=C(C=C12)F)C1=C(C(=CC=C1O)Cl)F)C=1C(=NC=CC1C)C(C)C)=O)C#N